C(C)(C)OC=1C=C(C(=O)N)C=C(C1)CN1N=C(C=C1)C=1C=C(C=CC1NCCS(NC)(=O)=O)C1=CC=CC=C1 3-isopropoxy-5-((3-(4-((2-(N-methylsulfamoyl)ethyl)amino)-[1,1'-biphenyl]-3-yl)-1H-pyrazol-1-yl)methyl)benzamide